C(C)(C)C=1C=C(C=CC1)N1N=C(C=C1/C=C/C(=O)NC1=CC=CC=2NC(NC21)=O)C(F)(F)F (E)-3-(1-(3-isopropylphenyl)-3-(trifluoromethyl)-1H-pyrazol-5-yl)-N-(2-oxo-2,3-dihydro-1H-benzo[d]imidazol-4-yl)acrylamide